CC1=CC=C(C=C1)CCCC(=O)O 4-methyl-benzenebutanoic acid